C(C)(C)N(C=CCCCCC)C(C)C N,N-di-isopropyl-N-(heptenyl)amine